(4-aminophenyl)boronic acid hydrochloride salt Cl.NC1=CC=C(C=C1)B(O)O